OC1=CC=C(C=C1)C=1N=NN(C1)C=1C=C(C=C(C1)O)O 5-(4-(4-hydroxyphenyl)-1H-1,2,3-triazol-1-yl)benzene-1,3-diol